[NH4+].O1C(=O)C=CC2=CC=CC=C12 coumarin ammonium salt